(S)-N-(1-(2,4-difluorophenyl)ethyl)-2-(7-fluoro-2,4-dioxo-1,4-dihydroquinazolin-3(2H)-yl)acetamide FC1=C(C=CC(=C1)F)[C@H](C)NC(CN1C(NC2=CC(=CC=C2C1=O)F)=O)=O